ClC1=CC=NN(C1=O)CC1CCN(CC1)C(=O)OC(C)(C)C tert-butyl 4-[(5-chloro-6-oxo-1,6-dihydropyridazin-1-yl)methyl]piperidine-1-carboxylate